(S)-5-(tert-butyl)-N-(1-(4-(2-(cyclopropanecarboxamido)pyridin-4-yl)-3-fluoro-2-methylphenyl)ethyl)-1,2,4-oxadiazole-3-carboxamide C(C)(C)(C)C1=NC(=NO1)C(=O)N[C@@H](C)C1=C(C(=C(C=C1)C1=CC(=NC=C1)NC(=O)C1CC1)F)C